C1(=CC=CC2=CC=CC=C12)C#CC=1C=C2C(C(=O)OC2=O)=CC1 4-(1-naphthylethynyl)-phthalic anhydride